6-(1-methyl-1H-pyrazol-4-yl)-N-(4-(piperazin-1-yl)phenyl)-9H-pyrimido[4,5-b]indol-4-amine CN1N=CC(=C1)C=1C=C2C3=C(NC2=CC1)N=CN=C3NC3=CC=C(C=C3)N3CCNCC3